5-fluoro-1-(4-((tetrahydro-2H-pyran-2-yl)oxy)phenethyl)-1H-benzo[d]imidazole FC1=CC2=C(N(C=N2)CCC2=CC=C(C=C2)OC2OCCCC2)C=C1